N(=C=S)C1=CC(=C(C=C1)C#CC1=CC=C(C=C1)C1=CC=C(C=C1)C1CCC(CC1)CCCC)C 4-((4-isothiocyanato-2-methylphenyl)ethynyl)-4'-(4-butylcyclohexyl)-1,1'-biphenyl